N-(4-(4-(1-amino-2,3-dihydro-1H-inden-4-yl)-2-(methylthio)-1-((2-(trimethylsilyl)ethoxy)methyl)-1H-imidazol-5-yl)pyridin-2-yl)acetamide NC1CCC2=C(C=CC=C12)C=1N=C(N(C1C1=CC(=NC=C1)NC(C)=O)COCC[Si](C)(C)C)SC